tert-butyl (3aR,6aS)-5-(hydroxymethyl)-3,3a,4,5,6,6a-hexahydro-1H-cyclopenta[c]pyrrole-2-carboxylate OCC1C[C@@H]2[C@@H](CN(C2)C(=O)OC(C)(C)C)C1